C(C)(C)(C)C1CC12NCCN(C2)C=2C=CC=1N=CN=C(C1N2)NC2=CC(=C(C=C2)CC2=CC=1N(C=C2)N=CN1)C Tert-butyl-7-{4-[(3-methyl-4-{[1,2,4]triazolo[1,5-a]pyridin-7-ylmethyl}phenyl)amino]pyrido[3,2-d]pyrimidin-6-yl}-4,7-diazaspiro[2.5]octane